FC(OC1=NC=CC(=C1)CNC(=O)NC1CC(C1)(C)C)F 1-[[2-(difluoromethoxy)pyridin-4-yl]methyl]-3-(3,3-dimethylcyclobutyl)urea